O1C(CCC1)C1(CCC1)C(=O)O 1-(tetrahydrofuran-2-yl)cyclobutanecarboxylic acid